3-fluoro-6-(4-fluorophenyl)-5-(4-methylquinazolin-6-yl)pyridin-2-amine FC=1C(=NC(=C(C1)C=1C=C2C(=NC=NC2=CC1)C)C1=CC=C(C=C1)F)N